(1R,3S)-3-{3-[(1,2-oxazol-5-ylacetyl)amino]-1H-pyrazol-5-yl}cyclopentyl[(3ξ)-3-methyltetrahydrofuran-3-yl]carbamate O1N=CC=C1CC(=O)NC1=NNC(=C1)[C@@H]1C[C@@H](CC1)N(C([O-])=O)C1(COCC1)C